ClC=1C(=CC2=C([C@@H]([C@](O2)(C2=NC=CC=C2)CNC2CCC(CC2)(O)C)C)C1B1OC(C(O1)(C)C)(C)C)F (trans)-4-((((2R,3S)-5-chloro-6-fluoro-3-methyl-2-(pyridin-2-yl)-4-(4,4,5,5-tetramethyl-1,3,2-dioxaborolan-2-yl)-2,3-dihydrobenzofuran-2-yl)methyl)amino)-1-methylcyclohexan-1-ol